NC1=NC=C(C2=C1C(=NN2C(C)C)C2=CC(=C(C=C2F)NS(=O)(=O)C2=C(C=CC(=C2)OC(F)F)Cl)F)C2CCC(CC2)NCCOC N-(4-(4-amino-1-isopropyl-7-((1r,4r)-4-((2-methoxyethyl)amino)cyclohexyl)-1H-pyrazolo[4,3-c]pyridin-3-yl)-2,5-difluorophenyl)-2-chloro-5-(difluoromethoxy)benzenesulfonamide